FC(C=1C2=C(C(=NC1)C1=CC=C(C(=O)N[C@@H]3CC[C@H](CC3)C(C)(C)O)C=C1)C=CN2)F 4-[7-(Difluoromethyl)-1H-pyrrolo[3,2-c]pyridin-4-yl]-N-[trans-4-(2-hydroxypropan-2-yl)cyclohexyl]benzamide